tris(hydroxymethyl-aminomethane)-HCl Cl.OCCN.OCCN.OCCN